potassium 3,5-dichlorobenzoate ClC=1C=C(C(=O)[O-])C=C(C1)Cl.[K+]